C(C)(C)C=1OCCN1 isopropyloxazolin